N1(CCNCC1)C1=NC2=CC=CC=C2C(=N1)N (piperazin-1-yl)quinazolin-4-amine